(E)-tert-butyl 4-(2-(3-(methoxycarbonyl)bicyclo[2.2.1]hept-2-en-2-yl)vinyl)piperidine-1-carboxylate COC(=O)C1=C(C2CCC1C2)/C=C/C2CCN(CC2)C(=O)OC(C)(C)C